ClCC/C(=C(\C1=CC=CC=C1)/C1=CC=C(OCCN(C(CCOCCOCCOCCOCCOCCNC2=C3C(N(C(C3=CC=C2)=O)C2C(NC(CC2)=O)=O)=O)=O)C)C=C1)/C1=CC=CC=C1 (Z)-N-(2-(4-(4-chloro-1,2-diphenylbut-1-en-1-yl)phenoxy)ethyl)-1-((2-(2,6-dioxopiperidin-3-yl)-1,3-dioxoisoindolin-4-yl)amino)-N-methyl-3,6,9,12,15-pentoxaoctadecane-18-amide